O=C1NC(CCC1N1C(C2=CC=CC(=C2C1=O)NC1CC(C1)OCCN(C(OCC1=CC=CC=C1)=O)C)=O)=O benzyl N-[2-[3-[[2-(2,6-dioxo-3-piperidyl)-1,3-dioxo-isoindolin-4-yl]amino]cyclobutoxy]ethyl]-N-methyl-carbamate